bromoethyl-phenanthridine BrCCC1=CC=CC2=NC=C3C=CC=CC3=C12